(benzyloxy)-6-chloro-2-methyl-3-(methylsulfanyl)pyridine zinc [Zn].C(C1=CC=CC=C1)OC1=C(C(=NC(=C1)Cl)C)SC